C(=C)C1=CC=C(C=C1)C(C(=O)O)(C)C 2-(4-vinylphenyl)-2-methylpropanoic acid